(S)-1-(4-(3-((1r,3R,5S,7S)-3,5-dimethyladamantan-1-yl)ureido)-3-fluorobenzoyl)-N-(2-hydroxyethyl)piperidin-3-carboxamide C[C@]12CC3(CC(C[C@@](C1)(C3)C)C2)NC(NC2=C(C=C(C(=O)N3C[C@H](CCC3)C(=O)NCCO)C=C2)F)=O